7-[(E)-2-(4-Hydroxyphenyl)ethenyl]-2,2-dimethylchromen-5-ol OC1=CC=C(C=C1)/C=C/C=1C=C(C=2C=CC(OC2C1)(C)C)O